5-(2-Hydroxy-2-methylpropyl)-3,4,4-trimethylcyclopent-2-en OC(CC1C(C(=CC1)C)(C)C)(C)C